C(C)(C)(C)OC(NC(C(=O)NCC1=CC=C(C=C1)OCC1=CC(=CC=C1)F)CC)=O tert-butyl(1-((4-((3-fluorobenzyl)oxy)benzyl)amino)-1-oxobuta-2-yl)carbamate